perfluoro(2,4-dimethyl-2-chlorofluoro-formyl-1,3-dioxolane) FC1(C(OC(O1)(Cl)C(F)(F)F)(C(F)(F)F)C(=O)F)F